O[C@@H](C(=O)N1CC2(CC2)C[C@H]1C(=O)N[C@@H](C[C@H]1C(NCC1)=O)C(COC(F)(F)F)=O)C1=CC=CC=C1 (S)-5-((R)-2-hydroxy-2-phenylacetyl)-N-((S)-3-oxo-1-((S)-2-oxopyrrolidin-3-yl)-4-(trifluoromethoxy)butan-2-yl)-5-azaspiro[2.4]heptane-6-carboxamide